1,8-dioxacycloheptadecan-9-one O1CCCCCCOC(CCCCCCCC1)=O